FC(C1=NN(C=C1)COCC[Si](C)(C)C)F 3-(difluoromethyl)-1-((2-(trimethylsilyl)ethoxy)methyl)-1H-pyrazole